4-((1R,5S)-3,8-diazabicyclo[3.2.1]octane-8-yl)-2-(2,6-dioxopiperidin-3-yl)-5,6,7-trifluoroisoindoline-1,3-dione [C@H]12CNC[C@H](CC1)N2C2=C1C(N(C(C1=C(C(=C2F)F)F)=O)C2C(NC(CC2)=O)=O)=O